ClC=1C=CC(=C(CN(C(=O)C=2C(=NN(C2F)C)C(F)F)C2CC2)C1)C(F)(F)F N-[5-Chloro-2-(trifluoromethyl)benzyl]-N-cyclopropyl-3-(difluoromethyl)-5-fluoro-1-methyl-1H-pyrazole-4-carboxamide